OC1(CN(CCC1)C[C@H](C)[C@H]1CC[C@H]2\C(\CCC[C@]12C)=C\C=C\1/C([C@H](C[C@@H](C1)O)O)=C)C(F)(F)F (1R,3S,Z)-5-(2-((1R,3aS,7aR,E)-1-((2R)-1-(3-hydroxy-3-(trifluoromethyl)piperidin-1-yl)Propan-2-yl)-7a-methyloctahydro-4H-inden-4-ylidene)ethylidene)-4-methylenecyclohexane-1,3-diol